7-(chloromethyl-d2)-8-fluoro-3-methylquinolin-2(1H)-one ClC(C1=CC=C2C=C(C(NC2=C1F)=O)C)([2H])[2H]